CC(C)(C)C=1C=C(C=C(C1O)C(C)(C)C)CCCP([O-])([O-])=O.CC(C)(C)C=1C=C(C=C(C1O)C(C)(C)C)CCCP([O-])([O-])=O.[Ca+2].[Ca+2] calcium bis(((3,5-bis(1,1-dimethylethyl)-4-hydroxyphenyl) methyl)-ethylphosphonate)